(R)-N-(5-chloro-6-(cyclopentylmethoxy)benzo[d]isoxazol-3-yl)-4-(pyrrolidin-3-yloxy)piperidine-1-sulfonamide 2,2,2-trifluoroacetate FC(C(=O)O)(F)F.ClC=1C(=CC2=C(C(=NO2)NS(=O)(=O)N2CCC(CC2)O[C@H]2CNCC2)C1)OCC1CCCC1